(±)-Ethyl 3-(1-(3,4-dichlorobenzyl)-3,7-dimethyl-2,6-dioxo-2,3,6,7-tetrahydro-1H-purin-8-ylamino)cyclopentanecarboxylate ClC=1C=C(CN2C(N(C=3N=C(N(C3C2=O)C)NC2CC(CC2)C(=O)OCC)C)=O)C=CC1Cl